2-(4-(4-(aminomethyl)-1-oxo-1,2-dihydrophthalazin-6-yl)-1-methyl-1H-pyrazol-5-yl)-6-cyclopropoxy-3-fluoro-4-(3-hydroxypyrrolidin-1-yl)benzonitrile NCC1=NNC(C2=CC=C(C=C12)C=1C=NN(C1C1=C(C#N)C(=CC(=C1F)N1CC(CC1)O)OC1CC1)C)=O